5-Chloro-3-[(cyclobutylamino)methyl]-1-(4-methylbenzyl)-1H-indole-2-carboxylic acid ClC=1C=C2C(=C(N(C2=CC1)CC1=CC=C(C=C1)C)C(=O)O)CNC1CCC1